O1CCC(CC1)C1=NN(C=C1)C(C)C1=NC(=NO1)[C@H]1CNCC12CN(C2)C(=O)C2(CC2)C(F)(F)F ((8R)-8-(5-(1-(3-(tetrahydro-2H-pyran-4-yl)-1H-pyrazol-1-yl)ethyl)-1,2,4-oxadiazol-3-yl)-2,6-diazaspiro[3.4]octan-2-yl)(1-(trifluoromethyl)cyclopropyl)methanone